ClC1=C(C=C(C(=C1)C1(COC1)OCC1=CC=C(C=C1)Cl)C)N=CN(C)CC N'-(2-chloro-4-(3-((4-chlorobenzyl)oxy)oxetan-3-yl)-5-methylphenyl)-N-ethyl-N-methylformimidamide